C(C1=CC=CC=C1)OC=1C=C(C=CC1[N+](=O)[O-])CC(CC1C(OC(OC1=O)(C)C)=O)NC(OC(C)(C)C)=O tert-Butyl (1-(3-(benzyloxy)-4-nitrophenyl)-3-(2,2-dimethyl-4,6-dioxo-1,3-dioxan-5-yl)propan-2-yl)carbamate